ClC=1C=C(C=CC1F)NC1=NC=NC2=CC(=C(C=C12)NC(\C=C\CN(C)C)=O)O[C@@H]1COCC1 |r| rac-(E)-N-[4-(3-chloro-4-fluoro-phenylamino)-7-[rac-(3S)-tetrahydrofurane-3-yl]oxy-quinazolin-6-yl]-4-(dimethylamino)but-2-enamide